1-[3-[4-[3-[3-amino-6-(2-hydroxyphenyl)pyridazin-4-yl]-3,8-diazabicyclo[3.2.1]oct-8-yl]-2-pyridinyl]prop-2-ynyl]pyrrolidin-3-ol NC=1N=NC(=CC1N1CC2CCC(C1)N2C2=CC(=NC=C2)C#CCN2CC(CC2)O)C2=C(C=CC=C2)O